ethyl 4-imidazolecarboxylate N1C=NC(=C1)C(=O)OCC